EICOSAPENTAENOATE CC/C=C\C/C=C\C/C=C\C/C=C\C/C=C\CCCC(=O)O